FC1=C(N)C=C(C(=C1)C=1C=NC(=CC1)F)F 2,5-Difluoro-4-(6-fluoropyridin-3-yl)aniline